COC(=O)[C@H]1NCC(C1)C1=CC=C(C=C1)C(F)(F)F (2S)-4-(4-(trifluoromethyl)phenyl)pyrrolidine-2-carboxylic acid methyl ester